C1CCCO1 1,4-butylene oxide